acryloxyhexyl dihydrogenphosphate P(=O)(O)(O)OCCCCCCOC(C=C)=O